FC1=C(C=O)C=C(C=N1)C=1SC=CC1 2-fluoro-5-(thiophene-2-yl)nicotinaldehyde